5-(2-(3-methoxy-4-(pyrrolidine-1-carbonyl)phenylamino)-5-methylpyrimidin-4-ylamino)benzo[d]oxazol-2(3H)-one COC=1C=C(C=CC1C(=O)N1CCCC1)NC1=NC=C(C(=N1)NC=1C=CC2=C(NC(O2)=O)C1)C